O1C(=CC=C1)C=CC=C 1-(2-furyl)-1,3-butadiene